C(C)(C)(C)OC(=O)N1CCC(CC1)N1C(C2=CC=C(C=C2C=C1)C=1C=C(C=2N(N1)C=C(N2)C)OC2=CC=C(C=C2)F)=O.CC2=CC=C(C=C2)S(=O)(=O)NCC#C 4-methyl-N-(prop-2-yn-1-yl)benzenesulfonamide tert-butyl-4-[6-[8-(4-fluorophenoxy)-2-methyl-imidazo[1,2-b]pyridazin-6-yl]-1-oxo-2-isoquinolyl]piperidine-1-carboxylate